(R)-N-(2-bromo-6-(cyclopropylcarbamoyl)-4-fluorophenyl)tetrahydro-2H-pyran-2-carboxamide BrC1=C(C(=CC(=C1)F)C(NC1CC1)=O)NC(=O)[C@@H]1OCCCC1